tert-butyl (S)-2-(2-(1-cyclopropyl-1H-pyrazole-4-carbonyl)-6-(3-methyl-1H-pyrrolo[2,3-b]pyridin-5-yl)-1,2,3,4-tetrahydroisoquinolin-8-yl)pyrrolidine-1-carboxylate C1(CC1)N1N=CC(=C1)C(=O)N1CC2=C(C=C(C=C2CC1)C=1C=C2C(=NC1)NC=C2C)[C@H]2N(CCC2)C(=O)OC(C)(C)C